CN1C(CCC1)CCNC(=N)NC1=NC2=CC=CC=C2C(=N1)C 1-(2-(1-Methylpyrrolidin-2-yl)ethyl)-3-(4-methylquinazolin-2-yl)guanidine